FC(C(F)(F)F)(C1(OC(C(O1)C(F)(F)F)C(F)(F)F)C(C(F)(F)F)(F)F)F 2,2-bis(perfluoroethyl)-4,5-bis(trifluoromethyl)-1,3-dioxolane